CC1N(CCNC1)C1=CC=NC=C1 4-(2-Methylpiperazin-1-yl)pyridin